ClC1=CC=C2CCCC(C2=C1)=O 7-chloro-3,4-dihydronaphthalene-1(2H)-one